C1(=CC=C(C=C1)C1=NC(=NC(=N1)C1=CC=C(C=C1)C1=CC=CC=C1)C1=C(C=C(C=C1)OCC(CCCC)CC)O)C1=CC=CC=C1 2,4-bis(4-biphenylyl)-6-[2-hydroxy-4-(2-ethylhexyl-oxy)phenyl]-s-triazine